The molecule is a beta-D-glucoside that is beta-D-glucopyranose in which the anomeric hydroxy hydrogen has been replaced by a 1-naphthyl group. It has a role as a Brassica napus metabolite and an algal metabolite. It is a beta-D-glucoside and a member of naphthalenes. It derives from a 1-naphthol. C1=CC=C2C(=C1)C=CC=C2O[C@H]3[C@@H]([C@H]([C@@H]([C@H](O3)CO)O)O)O